ClC1=C(C=CC=C1)N1N=CC(=N1)N 2-(2-chlorophenyl)-2H-1,2,3-triazol-4-amine